BrC1=C(C(=O)OC)C=CC(=C1)NC=1C=2N(C=CN1)C(=CN2)C2=C(C(=C(C=C2)OC)F)F methyl 2-bromo-4-[[3-(2,3-difluoro-4-methoxy-phenyl)imidazo[1,2-a]pyrazin-8-yl]amino]benzoate